C(C)(C)N1N=C(N=C1C1[C@H]2CC(C[C@@H]12)O)C1CCC(CC1)C(F)(F)F |r| rac-(1r,5s)-6-[2-isopropyl-5-[4-(trifluoromethyl)cyclohexyl]-1,2,4-triazol-3-yl]bicyclo[3.1.0]hexane-3-ol